C(C1=CC=CC=C1)OC[C@H]1N(CC[C@@H]1C(N([C@H](C(OCC[Si](C)(C)C)=O)C(C)C)C)=O)C(=O)OC(C)(C)C tert-butyl (2S,3S)-2-((benzyloxy)methyl)-3-(methyl((S)-3-methyl-1-oxo-1-(2-(trimethylsilyl)ethoxy)butan-2-yl)carbamoyl)pyrrolidine-1-carboxylate